C1(CCCC1)C1=C(C=C(C=N1)COC1=CC=2C3=C(NC2C=C1)C(CC3)CC(=O)O)C(F)(F)F 2-(7-((6-cyclopentyl-5-(trifluoromethyl)pyridin-3-yl)methoxy)-1,2,3,4-tetrahydrocyclopenta[b]indol-3-yl)acetic acid